(R)-N-methoxy-2-(1-(2-(2-methoxyphenyl)-2-((tetrahydro-2H-pyran-4-yl)oxy)ethyl)-5-methyl-6-(oxazol-2-yl)-2,4-dioxo-1,4-dihydrothieno[2,3-d]pyrimidin-3(2H)-yl)-2-methylpropanamide CONC(C(C)(C)N1C(N(C2=C(C1=O)C(=C(S2)C=2OC=CN2)C)C[C@H](OC2CCOCC2)C2=C(C=CC=C2)OC)=O)=O